NCCOCCOCCC(NCCOCCOCCC(NCCCC[C@H](NC(CCCCCCCCCCCCCCCCC(=O)OC(C)(C)C)=O)C(=O)OC(C)(C)C)=O)=O tert-butyl (S)-1-amino-25-(tert-butoxycarbonyl)-9,19,27-trioxo-3,6,13,16-tetraoxa-10,20,26-triazatetratetracontan-44-oate